C(C)OC(OCC)C1=C(C=O)C=CC(=C1)C(F)(F)F Diethoxymethyl-4-(trifluoromethyl)benzaldehyde